CC1=CC=CC(=N1)C1=C(N=CN1)C=1C=C2C=C(C=NC2=CC1)C1=CCC(CC1)NC(=O)N1CCNCC1 N-[4-[6-[5-(6-methyl-2-pyridyl)-1H-imidazol-4-yl]-3-quinolyl]cyclohex-3-en-1-yl]piperazine-1-carboxamide